CC1=NC(=NO1)C=1C(=NC=CN1)C(C)NC(C1=CC(=CC(=C1)C(F)(F)F)C(F)(F)F)=O N-[1-[3-(5-methyl-1,2,4-oxadiazol-3-yl)pyrazin-2-yl]ethyl]-3,5-bis(tri-fluoromethyl)benzamide